[5-(1-AMINO-4-METHYLPHTHALAZIN-6-YL)-4-CYANO-2-METHYLPHENYL]BORONIC ACID NC1=NN=C(C2=CC(=CC=C12)C=1C(=CC(=C(C1)B(O)O)C)C#N)C